C1(CC1)C(=O)C=1N=CN(C1)C(=O)OC(C)(C)C tert-butyl 4-(cyclopropylcarbonyl)-1H-imidazole-1-carboxylate